O1CCC2=NC(=CC=C21)CN2CC1=CC=C(C=C1C=N2)[S@](=O)(=N)C=2C=NNC2 (R)-2-((2,3-dihydrofuro[3,2-b]pyridin-5-yl)methyl)-6-(1H-pyrazole-4-sulfonimidoyl)phthalazin